(3-benzyloxyisoxazol-5-yl)methanone C(C1=CC=CC=C1)OC1=NOC(=C1)C=O